5-methoxy-N-propyl-1,2,3,4-tetrahydronaphthalen-2-amine, (2-naphthoyl)-L-prolinate salt C1=C(C=CC2=CC=CC=C12)C(=O)N1[C@@H](CCC1)C(=O)O.COC1=C2CCC(CC2=CC=C1)NCCC